N-benzyl-4-(((2-(dimethylamino)ethyl)amino)methylene)-3,5-dioxocyclohexane-1-carboxamide C(C1=CC=CC=C1)NC(=O)C1CC(C(C(C1)=O)=CNCCN(C)C)=O